ClC1=CC2=C(S1)C1(CC(NCC1)C=1N=NN(C1)C)OCC2 2-chloro-2'-(1-methyltriazol-4-yl)spiro[4,5-dihydrothieno[2,3-c]pyran-7,4'-piperidine]